tert-butyl 9-((benzyl (methyl) amino) methyl)-3-azaspiro[5.5]undecane-3-carboxylate C(C1=CC=CC=C1)N(C)CC1CCC2(CCN(CC2)C(=O)OC(C)(C)C)CC1